O([C@@H]1[C@@H](O)[C@@H](O)[C@H](O)[C@H](O1)CO)C1=C(C=C(C=C1)C1=CC(=CC=C1)C=1N=NNN1)C 3-Methyl-3'-(2H-tetrazol-5-yl)[1,1'-biphenyl]-4-yl α-D-mannopyranoside